ClC1=CC=2C(=NN(N2)C2=C(C(=CC(=C2)C)C(C)(C)C)O)C=C1 2-(5-chloro-(2H)-benzotriazol-2-yl)-4-methyl-6-(t-butyl)phenol